ClC=1C=CC(=NC1)/C=C/C=1C=CC(=C(C1)O)C(C)C (E)-5-[2-(5-chloropyridin-2-yl)vinyl]-2-isopropylphenol